NC1=NC=CC=C1C1=NC=2C(=NC(=CC2)C2=NC=CC=C2C#N)N1C1=CC=C(CN2CCC(CC2)NC2=NC(=NC=C2)C#N)C=C1 4-((1-(4-(2-(2-Aminopyridin-3-yl)-5-(3-cyanopyridin-2-yl)-3H-imidazo[4,5-b]pyridin-3-yl)benzyl)piperidin-4-yl)amino)pyrimidine-2-carbonitrile